C1(CCC1)CC=1N=CC2=C(N1)NC=C2C=2C=C(C=1N(C2)C=CN1)F 2-(cyclobutylmethyl)-5-(8-fluoroimidazo[1,2-a]pyridin-6-yl)-7H-pyrrolo[2,3-d]pyrimidine